C(CCCCCC(C)(C)C)(=O)OCC1CO1 neodecanoic acid, 2,3-epoxypropyl ester